COC1=C(C=C(C=C1)SC1=CC=C(C=C1)C)SC1=CC=C(C=C1)C (4-methoxy-1,3-phenylene)bis(p-tolylsulfane)